(S)-1'-(methyl-d3)-5-(5-methyl-1,4,5,6-tetrahydropyridin-2-yl)-3H-spiro[benzofuran-2,4'-piperidine] C(N1CCC2(CC1)OC1=C(C2)C=C(C=C1)C=1NC[C@H](CC1)C)([2H])([2H])[2H]